N[C@H](C(=O)O)CC=1C=NC(=CC1)C1CCOCC1 (2S)-2-amino-3-[6-(oxacyclohexan-4-yl)pyridin-3-yl]propionic acid